(1r,4r)-4-(3-chloroanilino)-2'-{3-[(8-hydroxy-5,6,7,8-tetrahydroquinolin-4-yl)oxy]propyl}-2',3'-dihydrospiro[cyclohexane-1,1'-indene]-4-carboxylic acid ClC=1C=C(NC2(CCC3(C(CC4=CC=CC=C34)CCCOC3=CC=NC=4C(CCCC34)O)CC2)C(=O)O)C=CC1